NC=1C=2N(C3=CC(=C(C=C3N1)F)C(=O)N(CC1=C(C=C(C=C1)Cl)F)C13CC(C1)C3)C=NC2 4-amino-N-(bicyclo[1.1.1]pentan-1-yl)-N-(4-chloro-2-fluorobenzyl)-7-fluoroimidazo[1,5-a]quinoxaline-8-carboxamide